(S)-13-methylheptadecane C[C@H](CCCCCCCCCCCC)CCCC